N-(2,2-dimethyl-3-hydroxypropyl)-allyl-(methyl)bicyclo[2.2.1]hept-5-ene-2,3-dicarboximide CC(CN1C(=O)C2(C3(C=CC(C2C1=O)C3)C)CC=C)(CO)C